FC1=C(C=CC(=C1)[N+](=O)[O-])NC1=NC=CC=C1C1=NC(=NC=C1)Cl N-(2-fluoro-4-nitrophenyl)3-(2-chloropyrimidin-4-yl)pyridin-2-ylamine